1-di-(methoxyethyl)amino-3,4-dimethylenehex-5-ene COCCN(CCC(C(C=C)=C)=C)CCOC